C(C)(C)C1=C(C=C(C=C1)C)NC(=S)NC(=O)NCCCC1=CC=C(C=C1)C1=NN(C=N1)C1=CC=C(C=C1)OC(F)(F)F 1-[(2-isopropyl-5-methyl-phenyl)carbamothioyl]-3-[3-[4-[1-[4-(trifluoromethoxy)phenyl]-1H-1,2,4-triazol-3-yl]phenyl]propyl]urea